5-{[(2S,5R)-2,5-dimethyl-4-(tetrahydro-2H-pyran-4-ylmethyl)piperazin-1-yl]Carbonyl}-N-(5-fluoro-2-methylpyrimidin-4-yl)-6,6-dimethyl-1,4,5,6-tetrahydropyrrolo[3,4-c]Pyrazol-3-amine C[C@@H]1N(C[C@H](N(C1)CC1CCOCC1)C)C(=O)N1C(C=2NN=C(C2C1)NC1=NC(=NC=C1F)C)(C)C